S-(2-((tert-butoxycarbonyl) amino) ethyl) thiobenzoate C(C1=CC=CC=C1)(=O)SCCNC(=O)OC(C)(C)C